CN(C1=CC=C2CCN=CC2=C1)C1=CC=NC=2NC(C=CC12)=O 7-(methyl-(7-oxo-7,8-dihydro-1,8-naphthyridin-4-yl)amino)-3,4-dihydroisoquinoline